N-[4-(difluoromethoxy)-2,5-difluorophenyl]-6-(difluoromethyl)-1H-pyrrolo[2,3-b]pyridine-3-sulfonamide FC(OC1=CC(=C(C=C1F)NS(=O)(=O)C1=CNC2=NC(=CC=C21)C(F)F)F)F